(Z)-2-(2-t-butoxycarbonylaminothiazol-4-yl)-2-pentenoic acid C(C)(C)(C)OC(=O)NC=1SC=C(N1)/C(/C(=O)O)=C/CC